C(C=C)(=O)NC(CC(=O)O)(C)C 3-acrylamido-3-methylbutanoic acid